C(C=C)N1N(C2=NC(=NC=C2C1=O)NC1=CC=C2CCNCC2=C1)C1=NC(=CC=C1)C(C)(C)O 2-allyl-1-(6-(2-hydroxypropan-2-yl)pyridin-2-yl)-6-((1,2,3,4-tetrahydroisoquinolin-7-yl)amino)-1,2-dihydro-3H-pyrazolo[3,4-d]pyrimidin-3-one